[4,2':6',4''-TERPYRIDIN]-4'-YL-BORONIC ACID N1=CC=C(C=C1)C1=NC(=CC(=C1)B(O)O)C1=CC=NC=C1